C(C)(CC)N1C(NC(=CC1=O)C)=O 3-sec-butyl-6-methylpyrimidine-2,4(1H,3H)-dione